COC1=C(C=C(C=N1)C1=NN(C=C1C1=C2C(=NC(=C1)C)NN=C2)C)C 4-[3-(6-methoxy-5-methyl-3-pyridinyl)-1-methyl-pyrazol-4-yl]-6-methyl-1H-Pyrazolo[3,4-b]Pyridine